2,4-diaminopteridine Hydrobromide Br.NC1=NC2=NC=CN=C2C(=N1)N